C1(CCCCC1)C1C2=CC=CC=C2C=2C=CC(=CC12)N 9-cyclohexyl-2-fluorene-amine